L-Hydroxyproline nitrogen [N].N1[C@@H](C[C@@H](O)C1)C(=O)O